C(C1=CC=CC=C1)OC1=C(C=O)C=CC(=C1)N1C(C=CC=C1)=O 2-(benzyloxy)-4-(2-oxopyridin-1(2H)-yl)benzaldehyde